2,4-difluoro-3-(2-[1H-pyrrolo[2,3-b]pyridin-5-yl]ethyl)aniline FC1=C(N)C=CC(=C1CCC=1C=C2C(=NC1)NC=C2)F